OOC(O)=O HydroxyCarbonic Acid